ClC1=C(C=CC(=C1)Cl)C(C)N1N=NC2=C1N=C(N=C2)N2CC1(C2)CNC1 3-(1-(2,4-dichlorophenyl)ethyl)-5-(2,6-diazaspiro[3.3]heptan-2-yl)-3H-[1,2,3]triazolo[4,5-d]pyrimidine